OC1=NC(=NC=C1C(=O)O)C(F)(F)F 4-hydroxy-2-(trifluoromethyl)pyrimidine-5-carboxylic acid